4-fluoro-N-{[6-fluoro-5-(propan-2-yl)pyridin-2-yl](phenyl)methyl}-1-[2-(4H-1,2,4-triazol-4-yl)acetyl]pyrrolidine-2-carboxamide FC1CC(N(C1)C(CN1C=NN=C1)=O)C(=O)NC(C1=CC=CC=C1)C1=NC(=C(C=C1)C(C)C)F